C1=CC=CC=2C3=CC=CC=C3N(C12)C=1C=C(C=CC1)B(O)O 3-(N-carbazolyl)phenylboronic acid